3-(dibenzo[b,d]thiophen-4-yl)-1-isopropyl-1H-pyrazolo[3,4-d]pyrimidin-4-amine C1=CC=C(C=2SC3=C(C21)C=CC=C3)C3=NN(C2=NC=NC(=C23)N)C(C)C